1-(6-chloro-4-methylpyridin-3-yl)cyclopropanecarbonitrile ClC1=CC(=C(C=N1)C1(CC1)C#N)C